4-(((6-Amino-1-methyl-1H-pyrazolo[3,4-b]pyridin-4-yl)amino)methyl)-benzenesulfonamide NC1=CC(=C2C(=N1)N(N=C2)C)NCC2=CC=C(C=C2)S(=O)(=O)N